C(#C)C1=CC=2C(=NC=CC2S1)N(C(C1=C(C=C(C=C1)N1N=NC=2C1=NC=CC2)F)=O)[C@H]2CNCCC2 N-(2-ethynylthieno[3,2-c]pyridin-4-yl)-2-fluoro-N-[(3R)-3-piperidyl]-4-(triazolo[4,5-b]pyridin-3-yl)benzamide